(+/-)-N-((cis)-3-aminocyclohexyl)-1-methyl-1H-imidazole-4-carboxamide N[C@H]1C[C@H](CCC1)NC(=O)C=1N=CN(C1)C |r|